3-{[(3,3-dimethylbutyl)amino]methyl}azetidin-3-ol CC(CCNCC1(CNC1)O)(C)C